4-chloro-2-(4-methanesulfonylphenyl)-5-methoxypyrimidine ClC1=NC(=NC=C1OC)C1=CC=C(C=C1)S(=O)(=O)C